C1(=CC=CC=C1)CCCCCCN1N=CNC1=O 2,4-dihydro-2-(6-phenylhexyl)-3H-1,2,4-triazol-3-one